tert-Butyl 6-bromospiro[3H-benzofuran-2,4'-piperidine]-1'-carboxylate BrC1=CC2=C(CC3(CCN(CC3)C(=O)OC(C)(C)C)O2)C=C1